O1CC(C1)C1=NOC(=N1)/C=C/C(=O)OCC (E)-ethyl 3-(3-(oxetan-3-yl)-1,2,4-oxadiazol-5-yl)acrylate